7-chloro-10H-[1,3]dioxolo[4,5-b]xanthen ClC=1C=C2OC=3C=C4C(=CC3CC2=CC1)OCO4